C(#N)C1=C(C=C(C=C1)N1C(N(C(C1=O)(C)C)C1=CC(=C(OCCN2C[C@H](N([C@@H](C2)C)C(=O)OC(C)(C)C)C)C=C1)CC)=S)C(F)(F)F tert-Butyl (2R,6R)-4-(2-(4-(3-(4-cyano-3-(trifluoromethyl)phenyl)-5,5-dimethyl-4-oxo-2-thioxoimidazolidin-1-yl)-2-ethylphenoxy)ethyl)-2,6-dimethylpiperazine-1-carboxylate